N1=C(OC(C2=C1C=CC=C2)=O)CCCCC2=NC1=C(C(O2)=O)C=CC=C1 tetramethylenebis(3,1-benzoxazin-4-one)